C(C)(C)(C)OC(N[C@H](C(=O)NCCN)CCN(C(CO)=O)[C@H](C(C)(C)C)C1=NN(C=C1CC1=CC=CC=C1)C1=C(C=CC(=C1)F)F)=O tert-butyl{(2S)-1-[(2-aminoethyl)amino]-4-[{(1R)-1-[4-benzyl-1-(2,5-difluorophenyl)-1H-pyrazol-3-yl]-2,2-dimethylpropyl}(glycoloyl)amino]-1-oxobutan-2-yl}carbamate